2,3-dihydropyrido[3,2-b][1,4]Oxaazepine O1C2=C(N=CCC1)N=CC=C2